C1OC=CC2=CC=CC=C12 2H-isochromene